C1(=CC=CC=C1)CCNC(=O)C1=CN=NC=C1 N-(2-phenylethyl)pyridazine-4-carboxamide